O1C(OCC1)C=1C(=C(C=CC1)B(O)O)F [3-(1,3-DIOXOLAN-2-YL)-2-FLUOROPHENYL]BORONIC ACID